C1(CCCCC1)C=1C=C(C(=O)O)C=C(C1)C1CCCCC1 3,5-dicyclohexyl-benzoic acid